2-[4-[4-(3,6-dihydro-2H-pyran-4-yl)-N-methylanilino]phenoxy]pyrido[3,4-d]pyrimidin-4-ol O1CCC(=CC1)C1=CC=C(N(C)C2=CC=C(OC=3N=C(C4=C(N3)C=NC=C4)O)C=C2)C=C1